NC1=C(C=C(C=N1)NC(C(=O)N1[C@H](CC[C@@H](C1)C)C=1C=CC2=C(N=C(S2)C(C)(C)N(C)C)C1)=O)CC N-(6-amino-5-ethylpyridin-3-yl)-2-((2R,5S)-2-(2-(2-(dimethylamino)Propan-2-yl)benzo[d]thiazol-5-yl)-5-methylpiperidin-1-yl)-2-oxoacetamide